The molecule is a fatty amide resulting from the formal condensation of the carboxy group of hexadecanoic acid with the amino group of dopamine. It is present as an endogenous compound in the mammalian brain. It is a monocarboxylic acid amide, a fatty amide and a member of catechols. It derives from a hexadecanoic acid and a dopamine. CCCCCCCCCCCCCCCC(=O)NCCC1=CC(=C(C=C1)O)O